BrC=1C=CC(=C(C1)C(=O)C1=CC=C(C=C1)OCC)Cl (5-bromo-2-chlorophenyl)(4-ethoxyphenyl)methanone